C(C)[C@@H]1[C@@H](COC1=O)CC=O (3S,4R)-4-ethyl-5-oxo-tetrahydrofuran-3-acetaldehyde